boronic acid ditrifluoroacetate FC(C(=O)O)(F)F.FC(C(=O)O)(F)F.B(O)O